2-benzyl-2-(dimethylamino)-1-[4-(4-morpholinyl) phenyl]-ethyl acetate C(C)(=O)OC(C(N(C)C)CC1=CC=CC=C1)C1=CC=C(C=C1)N1CCOCC1